N1N=NN=C1C1=C(C=CC=C1)C1=CC=CC=C1 2'-(1H-tetrazole-5-yl)-1,1'-biphenyl